COC(=O)N1CC(CCC1)NS(=O)(=O)C 3-((methylsulfonyl)amino)piperidine-1-carboxylic acid methyl ester